FC1(CCC(CC1)[C@H](NC(=O)C=1N(C=CC1)C(C)C)C1=NC2=C(N1)C=CC(=C2)[C@@H](C)NC(CCC(F)(F)F)=O)F N-((S)-(4,4-Difluorocyclohexyl)(5-((R)-1-(4,4,4-trifluorobutanamido)ethyl)-1H-benzo[d]imidazol-2-yl)methyl)-1-isopropyl-1H-pyrrole-2-carboxamide